N1=C(C(=CC=C1)C1=CC=NC=C1)OC=1C=C(C(=O)NC2CC2)C=C(C1)OC 3-([3,4'-bipyridin]-2-yloxy)-N-cyclopropyl-5-methoxybenzamide